7-chloro-N-((4-chloro-6-methyl-2-oxo-1,2-dihydropyridin-3-yl)methyl)-2-(4-(3-methoxyazetidin-1-yl)cyclohexyl)-2,4-dimethylbenzo[d][1,3]dioxole-5-carboxamide ClC1=CC(=C(C2=C1OC(O2)(C)C2CCC(CC2)N2CC(C2)OC)C)C(=O)NCC=2C(NC(=CC2Cl)C)=O